FC1=C(C=CC=C1C(F)(F)F)C1=CC(=C(C=C1)OC)NC1=NC=NC2=CC(=C(C=C12)OC1CN(C1)C(C=C)=O)OC 1-(3-((4-((2'-fluoro-4-methoxy-3'-(trifluoromethyl)-[1,1'-biphenyl]-3-yl)amino)-7-Methoxyquinazolin-6-yl)oxy)azetidin-1-yl)prop-2-en-1-one